5-nitrobenzo[d]isoxazol-3(2H)-one [N+](=O)([O-])C=1C=CC2=C(C(NO2)=O)C1